N(=[N+]=[N-])CCOC[C@@]12C[C@H](N([C@H]2C1)C(CNC(CCCOC1=CC=CC=C1)=O)=O)C(=O)O (1S,3S,5R)-5-((2-azidoethoxy)methyl)-2-((4-phenoxybutanoyl)glycyl)-2-azabicyclo[3.1.0]hexane-3-carboxylic acid